ortho-nitrobenzyl-sulfonate [N+](=O)([O-])C1=C(CS(=O)(=O)[O-])C=CC=C1